CC1=CC=C(C=C1)S(=O)(=O)OCCN(C)C(=O)OC(C)(C)C 2-((tert-butoxycarbonyl)(methyl)amino)ethyl 4-methylbenzenesulfonate